ClC=1C=C(C=CC1F)NC1=NC=NC2=CC(=C(C=C12)NC(C=C)=O)OCCCN1CCN(CC1)C(CCCCCSC1=C2CN(C(C2=CC=C1)=O)C1C(NC(CC1)=O)=O)=O N-(4-((3-chloro-4-fluorophenyl)amino)-7-(3-(4-(6-((2-(2,6-dioxopiperidin-3-yl)-1-oxoisoindolin-4-yl)thio)hexanoyl)piperazin-1-yl)propoxy)quinazolin-6-yl)acrylamide